2-amino-5-bromophenol NC1=C(C=C(C=C1)Br)O